(3aS,4R,6aR)-4-(4-boronobutyl)-1-((2-methyl-1-(pivaloyloxy)propoxy)carbonyl)octahydropyrrolo[3,4-b]pyrrole-4-carboxylic acid hydrochloride Cl.B(O)(O)CCCC[C@]1(NC[C@@H]2N(CC[C@@H]21)C(=O)OC(C(C)C)OC(C(C)(C)C)=O)C(=O)O